diethyl-1,3-diethylimidazole phosphate P(=O)(O)(O)O.C(C)C1=C(N(CN1CC)CC)CC